(benzyl 2-(6-chloro-1-cyclopropylimidazo[1,5-a]pyrazin-3-yl) propan-2-yl) carbamate C(N)(OC(C)(CCC1=CC=CC=C1)C1=NC(=C2N1C=C(N=C2)Cl)C2CC2)=O